(R)-1-(3,4-dichlorobenzoyl)-N-(1-isopropyl-1H-pyrazol-5-yl)piperidine-3-carboxamide ClC=1C=C(C(=O)N2C[C@@H](CCC2)C(=O)NC2=CC=NN2C(C)C)C=CC1Cl